tertbutyl 1,6-diazaspiro[3.3]-heptane-1-carboxylate N1(CCC12CNC2)C(=O)OC(C)(C)C